(S)-quinuclidin-3-yl (5-(2-chloro-4-(trifluoromethyl)phenyl)-2,2-dimethyl-2,3-dihydro-1H-inden-1-yl)carbamat ClC1=C(C=CC(=C1)C(F)(F)F)C=1C=C2CC(C(C2=CC1)NC(O[C@@H]1CN2CCC1CC2)=O)(C)C